C(#N)C=1C(=NC(=C(C1C1CC1)C#N)N1CCNC(CC1)=O)SC(C(=O)N)C1=CC=CC=C1 2-{[3,5-dicyano-4-cyclopropyl-6-(5-oxo-1,4-diazepan-1-yl)pyridin-2-yl]sulfanyl}-2-phenylacetamide